triethoxysilylnorbornane C(C)O[Si](OCC)(OCC)C12CCC(CC1)C2